6-(5-(2,4-dimethylpyridin-3-yl)-1H-pyrrolo[2,3-b]pyridin-3-yl)-3,4-dihydroisoquinolin-1(2H)-one CC1=NC=CC(=C1C=1C=C2C(=NC1)NC=C2C=2C=C1CCNC(C1=CC2)=O)C